C(C)(C)C1=C(C(=CC=C1)C(C)C)N1C(N(C=C1)C1=C(C=CC=C1C(C)C)C(C)C)=[Pd] [1,3-bis(2,6-diisopropylphenyl)imidazol-2-ylidene]palladium